The molecule is a four-electron reduction will result in CHEBI:9260 It is an organic heterotetracyclic compound, a monoterpenoid indole alkaloid and a methyl ester. C/C=C\\1/C[N+]2=CC[C@@H]1[C@](C3=C(CC2)C4=CC=CC=C4N3)(C=O)C(=O)OC